1-methylcyclopropyl 4-(4-((1-methyl-3-(pyridin-2-yl)-1H-pyrazol-4-yl)carbamoyl)thiazol-2-yl)-1H-pyrazole-1-carboxylate CN1N=C(C(=C1)NC(=O)C=1N=C(SC1)C=1C=NN(C1)C(=O)OC1(CC1)C)C1=NC=CC=C1